tert-butyl ((1s,3s)-3-(4-(3-(4-((6-(5-methyl-1,2,4-oxadiazol-3-yl) Pyridazin-3-yl)oxy)phenyl)pentan-3-yl)phenoxy)cyclobutyl)carbamate CC1=NC(=NO1)C1=CC=C(N=N1)OC1=CC=C(C=C1)C(CC)(CC)C1=CC=C(OC2CC(C2)NC(OC(C)(C)C)=O)C=C1